OCCN1C(C=CC1=O)=O N-(2-hydroxyethyl)-maleimide